10,10-bis(2-fluoro-4-pyridinylmethyl)-9(10H)-anthracenone FC1=NC=CC(=C1)CC1(C=2C=CC=CC2C(C2=CC=CC=C12)=O)CC1=CC(=NC=C1)F